N2-(1,3-Benzodioxol-5-ylmethyl)-N2-{[4-(cyclopentylsulfamoyl)phenyl]sulfonyl}-N-phenylglycinamide O1COC2=C1C=CC(=C2)CN(CC(=O)NC2=CC=CC=C2)S(=O)(=O)C2=CC=C(C=C2)S(NC2CCCC2)(=O)=O